(10Ar)-3-butyl-6,6,9-trimethyl-6a,7,8,10a-tetrahydrobenzo[c]chromen-1-ol C(CCC)C=1C=C(C=2[C@H]3C(C(OC2C1)(C)C)CCC(=C3)C)O